C(CCCCCCC\C=C/CCCCCCCC)(=O)NC(CO)C(CCCCCCCCCCCCCCC)O 2-Oleamido-1,3-Octadecan-diol